C(C)(C)(C)NC([C@@H](C)N(C)C=1C2=C(N=C(N1)C1=NC=CC(=C1)F)CCC2)=O (2R)-N-tert-butyl-2-{[2-(4-fluoropyridin-2-yl)-5H,6H,7H-cyclopenta[d]pyrimidin-4-yl](methyl)amino}propanamide